tert-butyl (5-(4-(N-(2-((tert-butyldimethylsilyl)oxy)ethyl)methylsulfonamido)phenyl)thiazolo[5,4-b]pyridin-2-yl)carbamate [Si](C)(C)(C(C)(C)C)OCCN(S(=O)(=O)C)C1=CC=C(C=C1)C1=CC=C2C(=N1)SC(=N2)NC(OC(C)(C)C)=O